methyl 4-methoxy-benzenesulfinate COC1=CC=C(C=C1)S(=O)OC